C(#N)C1=CC=C(COC2=C(C=CC(=N2)C2CCN(CC2)CC2=NC3=C(N2C[C@H]2OCCC2)C=CC=C3)F)C=C1 2-[(4-{6-[(4-Cyanobenzyl)oxy]-5-fluoropyridin-2-yl}piperidin-1-yl)methyl]-1-[(2S)-tetrahydrofuran-2-ylmethyl]-1H-benzimidazol